N-{6-[3-(2-Pyridyldithio)propionamido]hexanoyloxy}sulfosuccinimide N1=C(C=CC=C1)SSCCC(=O)NCCCCCC(=O)ON1C(C(CC1=O)S(=O)(=O)O)=O